ClC1=C(C=2N=C(N=C(C2C(=N1)O[C@@H](C(F)F)[C@@H]1[C@H]2CC[C@@H](CN1)N2C(=O)OC(C)(C)C)O)SC)F T-butyl (1R,2S,5S)-2-((R)-1-((7-chloro-8-fluoro-4-hydroxyl-2-(methylthio)pyrido[4,3-d]pyrimidine-5-yl)oxy)-2,2-difluoroethyl)-3,8-diazabicyclo[3.2.1]octane-8-carboxylate